5,5-diethylbarbituric acid C(C)C1(C(NC(NC1=O)=O)=O)CC